FC(C=1C=NC(=NC1)N1CCC(CC1)CS(=O)(=O)[O-])(F)F (1-(5-(trifluoromethyl)pyrimidin-2-yl)piperidin-4-yl)methanesulfonate